C(C1=CC=CC=C1)OP(OCC1=CC=CC=C1)C.NC=1N=C(SC1C(=O)C1=CC(=NO1)C(=O)NC1CC(C1)(F)F)N(C1=CC(=C(C=C1)F)F)[C@@H](C(=O)N)C |r| Rac-5-[4-amino-2-(N-(2-amino-1-methyl-2-oxo-ethyl)-3,4-difluoro-anilino)thiazole-5-carbonyl]-N-(3,3-difluoro-cyclobutyl)isoxazole-3-carboxamide dibenzyl-(methylphosphonite)